3-(3-((tert-butyldimethylsilyl)oxy)propoxy)-5-cyclopropyl-2',5'-dimethyl-4-nitro-2'H-1,3'-bipyrazole [Si](C)(C)(C(C)(C)C)OCCCOC1=NN(C(=C1[N+](=O)[O-])C1CC1)C=1N(N=C(C1)C)C